C(C)(C)(C)P(C(C)(C)C)CC1C(CC(C(C1)C)C)CP(C(C)(C)C)C(C)(C)C 1,2-bis(di-t-butylphosphinomethyl)-4,5-dimethylcyclohexane